5-{(1R)-2-[(5,6-diethyl-2,3-dihydro-1H-inden-2-yl)amino]-1-hydroxyethyl}-8-hydroxy-2(1H)-quinolinone maleate C(\C=C/C(=O)O)(=O)O.C(C)C=1C=C2CC(CC2=CC1CC)NC[C@H](O)C1=C2C=CC(NC2=C(C=C1)O)=O